CC(CC=C)C1=NC=NO1 5-(pent-4-en-2-yl)-1,2,4-oxadiazol